α-Phenylalanine C1(=CC=CC=C1)[C@](N)(C)C(=O)O